C(#N)C1=C(OC=C1)N1[C@H]([C@H](CC1)NS(=O)(=O)C)CO[C@@H]1CC[C@@H](CC1)C1=CC=CC=C1 N-((2R,3S)-1-(3-cyanofuran-2-yl)-2-((((CIS)-4-phenylcyclohexyl)oxy)methyl)pyrrolidin-3-yl)methanesulfonamide